ClC1=C(C=CC(=C1)N1N=C(N=C1)C1=CC=C(C=C1)OC(F)(F)F)NC(=O)\N=C\1/SCC(N1C1=C(C=CC(=C1)C)COCC(F)F)=O (Z)-1-(2-chloro-4-(3-(4-(trifluoromethoxy)phenyl)-1H-1,2,4-triazol-1-yl)phenyl)-3-(3-(2-((2,2-difluoroethoxy)methyl)-5-methylphenyl)-4-oxothiazolidin-2-ylidene)urea